CC(C)[C@@H](C(=O)NC1=CC2=CC=CC=C2C=C1)N The molecule is an L-valine derivative that is the amide obtained by formal condensation of the carboxy group of L-valine with the amino group of 2-naphthylamine. It has a role as a chromogenic compound. It is a N-(2-naphthyl)carboxamide, an amino acid amide and a L-valine derivative.